C(C)(C)(C)OC(=O)N[C@@H]1C[C@](C[C@@H]1O)(C(=O)OC)CC1=CC(=CC=C1)C1=NC=C(C=N1)F methyl (1r,3r,4s)-3-((tert-butoxycarbonyl) amino)-1-(3-(5-fluoropyrimidin-2-yl) benzyl)-4-hydroxycyclopentane-1-carboxylate